P(=O)(OCCOC(C=C)=O)(OCCOC(C=C)=O)[O-] bis[2-(acryloyloxy)ethyl] phosphate